1-Nonyl-2-ethylpyridinium fluorid methyl-5-{[(2S)-1-(benzyloxy)propan-2-yl]oxy}-4-bromo-6-oxopyran-2-carboxylate COC(=O)C=1OC(C(=C(C1)Br)O[C@H](COCC1=CC=CC=C1)C)=O.[F-].C(CCCCCCCC)[N+]1=C(C=CC=C1)CC